FC1=CC=C(CNC(=O)C=2C(C(=C3C(N4CC[C@H](O[C@H]4CN3C2)C)=O)O)=O)C=C1 (2R,9aS)-5-Hydroxy-2-methyl-6,10-dioxo-3,4,6,9,9a,10-hexahydro-2H-1-oxa-4a,8a-diaza-anthracene-7-carboxylic acid 4-fluoro-benzylamide